ortho-Anisyl alcohol C(C=1C(=CC=CC1)OC)O